ClC1=C(C=CC(=C1)F)C1=C(C2=C(OCC1)C=C(C=C2)C(=O)[O-])C2=CC=C(C=C2)CC2CN(C2)CCCF.[Na+] Natrium 4-(2-chloro-4-fluorophenyl)-5-(4-((1-(3-fluoropropyl)azetidin-3-yl)methyl)phenyl)-2,3-dihydrobenzo[b]oxepin-8-carboxylat